6-((3S,4S)-4-amino-3-methyl-2-oxa-8-azaspiro[4.5]decan-8-yl)-3-(2-bromo-3-chloropyridin-4-yl)-1-((2-(trimethylsilyl)ethoxy)methyl)-1H-pyrazolo[3,4-b]pyridine-4-carboxylic acid N[C@@H]1[C@@H](OCC12CCN(CC2)C=2C=C(C1=C(N2)N(N=C1C1=C(C(=NC=C1)Br)Cl)COCC[Si](C)(C)C)C(=O)O)C